[Cl-].[Cl-].[Cl-].C(C)[PH+](CC)CC.C(C)[PH+](CC)CC.C(C)[PH+](CC)CC triethylphosphonium trichloride